FC=1C=C(C(=O)NO)C=C(C1)F 3,5-difluoro-benzohydroxamic acid